(3-bromo-5-chloro-2-pyridyl)methyl methanesulfonate CS(=O)(=O)OCC1=NC=C(C=C1Br)Cl